(2E)-3-{1-[4-(benzyloxy)butyl]-4-methyl-1H-benzotriazol-5-yl}prop-2-enoic acid ethyl ester C(C)OC(\C=C\C1=C(C2=C(N(N=N2)CCCCOCC2=CC=CC=C2)C=C1)C)=O